1,4,7,10-Tetra-azacyclododecan N1CCNCCNCCNCC1